ClC=1C=C2C=NNC2=CC1OC(C1=NOC(=C1)C)([2H])[2H] 3-[(5-chloro-1H-indazol-6-yloxy)(2H2)methyl]-5-methylisoxazole